ethyl (2R)-2-[[(R)-tert-butylsulfinyl] amino]-2-[3-(trifluoromethoxy)phenyl]acetate C(C)(C)(C)[S@@](=O)N[C@@H](C(=O)OCC)C1=CC(=CC=C1)OC(F)(F)F